[Cl-].[Cl-].C1(=CC=CC=C1)C(C1=CC=CC=C1)=[Zr+2](C1C2=CC=CC=C2C=2C=CC(=CC12)N(C(C)C)C(C)C)C1C=CC=C1 diphenylmethylene(cyclopentadienyl)(2-(diisopropylamino)-9-fluorenyl)zirconium dichloride